N(C(=N)N)CC1=CC=C(C=C1)NC(=O)C=1SC=C(N1)C=1CCN(CC1)C(N)=N N-[4-(carbamimidamidomethyl)phenyl]-4-(1-carbamimidoyl-1,2,3,6-tetrahydropyridin-4-yl)-1,3-thiazole-2-carboxamide